FC1(C=CC=CC1S(=O)(=O)NC1=CC=C2CCCN(C2=C1)S(=O)(=O)C1=CC=C(C=C1)F)F 6,6-difluoro-N-(1-((4-fluorophenyl)sulfonyl)-1,2,3,4-tetrahydroquinolin-7-yl)benzenesulfonamide